tert-butyl (1R,5S,6s)-6-((4-((benzyloxy) carbonyl) piperazin-1-yl) methyl)-3-azabicyclo[3.1.0]hexane-3-carboxylate C(C1=CC=CC=C1)OC(=O)N1CCN(CC1)CC1[C@@H]2CN(C[C@H]12)C(=O)OC(C)(C)C